N-(7-(4,4-difluoropiperidin-1-yl)benzo[d]oxazol-5-yl)-4-(methylsulfonyl)-2-(6-azaspiro[2.5]octan-6-yl)benzamide FC1(CCN(CC1)C1=CC(=CC=2N=COC21)NC(C2=C(C=C(C=C2)S(=O)(=O)C)N2CCC1(CC1)CC2)=O)F